C(C1CO1)OCCC[Si](OCC)(OCC)C γ-Glycidoxypropylmethyldiethoxysilan